O1CCN(CC1)S(=O)(=O)C1CCN(CC1)C(=O)C1=CC=2C(C3=CC=CC=C3C(C2C=C1)=O)=O 2-(4-(morpholinosulfonyl)piperidine-1-carbonyl)anthracene-9,10-dione